(2S)-2-(3-chloropropyl)pent-4-en-1-ol ClCCC[C@H](CO)CC=C